C(C)(C)(C)OC(C1=C(N=CC=C1CCCCCO)C)=O 4-(5-hydroxypentyl)-2-methylnicotinic acid tert-butyl ester